4-(2-(5-(1-(3,5-Difluorophenyl)ethoxy)-1H-indazol-3-yl)-4,6-dihydropyrrolo[3,4-d]imidazol-5(1H)-yl)-N,N-dimethyl-cyclohexan-1-amine FC=1C=C(C=C(C1)F)C(C)OC=1C=C2C(=NNC2=CC1)C1=NC2=C(N1)CN(C2)C2CCC(CC2)N(C)C